(2S,3R,4S,5S,6S)-2-(2-(((tert-butoxycarbonyl)amino)methyl)-4-(hydroxymethyl)phenoxy)-6-(methoxycarbonyl)tetrahydro-2H-pyran-3,4,5-triyl triacetate C(C)(=O)O[C@H]1[C@@H](O[C@@H]([C@H]([C@@H]1OC(C)=O)OC(C)=O)C(=O)OC)OC1=C(C=C(C=C1)CO)CNC(=O)OC(C)(C)C